FC(C(=O)NC)(C1=CC=C(C=C1)C1=NOC(=N1)C(F)(F)F)F 2,2-Difluoro-N-methyl-2-[4-[5-(trifluoromethyl)-1,2,4-oxadiazol-3-yl]phenyl]-acetamid